[Si](C1=CC=CC=C1)(C1=CC=CC=C1)(C(C)(C)C)OCCCC=O 4-((tert-butyldiphenylsilyl)oxy)butyraldehyde